(2,2-dipentyl-1,3-dioxolan-4-yl)methyl (4-nitrophenyl) carbonate C(OCC1OC(OC1)(CCCCC)CCCCC)(OC1=CC=C(C=C1)[N+](=O)[O-])=O